methoxyquercetin COC1=C(C=2C(C(=C(OC2C=C1O)C1=CC(O)=C(O)C=C1)O)=O)O